Cl.C1=C2N(CC=N1)C=CC=C2 pyrido[1,2-a]pyrazine hydrochloride